C(C)C(CC(=O)OC=C)CC vinyl 3-ethylvalerate